C(=C)C1=CC=CC=2C3=CC=CC=C3C3=CC=CC=C3C12 vinyltriphenylene